Cl.BrC1=CC2=C([C@@H](CO2)N)C=C1 (S)-6-bromo-2,3-dihydrobenzofuran-3-amine hydrochloride